dimethyltetrazolium bromide CC1=[N+](NN=N1)C.[Br-]